CC1=C(C=CC(=C1)C)C=1C=CC(=NC1)C(=O)NC1=CC=C(C=C1)OC1=CC(=NC=C1)C(NC)=O 5-(2,4-Dimethylphenyl)-N-(4-(2-(methylcarbamoyl)pyridin-4-yloxy)phenyl)picolinamide